(6α,7α,20R)-20-(1-cyanomethyl)-6,7-epoxy-pregn-4-en-3-one C(#N)C[C@@H](C)[C@H]1CC[C@H]2[C@@H]3[C@H]4[C@@H](C5=CC(CC[C@]5(C)[C@H]3CC[C@]12C)=O)O4